C(C)(=O)OCOC1=CC(=CC(=C1C1CCCC(=C1)C)OCOC(C)=O)CCCCC ((5'-methyl-4-pentyl-1',2',3',4'-tetrahydro-[1,1'-biphenyl]-2,6-diyl)bis(oxy))bis(methylene) diacetate